(1-(3-bromophenyl)-2-fluoro-3-methylcyclopropyl)methylamine BrC=1C=C(C=CC1)C1(C(C1C)F)CN